COC=1C=CC=2C(=C(N=NC2N)C)N1 2-methoxy-8-methylpyrido[2,3-d]pyridazin-5-amine